tri(hydroxypropyl)dimethyl-ammonium chloride [Cl-].OCCCC([NH2+]C)(CCCO)CCCO